Methyl (E)-3-(1-(1,3-dioxoisoindolin-2-yl)cyclopropyl)acrylate O=C1N(C(C2=CC=CC=C12)=O)C1(CC1)/C=C/C(=O)OC